FC1=C(C=CC(=C1)C1NCCC1)C=1N(C2SC3=C(N2C1)C=CC=C3)CCCN3CCCCC3 2-(2-fluoro-4-(pyrrolidin-2-yl)phenyl)-N-(3-(piperidin-1-yl)propyl)benzo[d]imidazo[2,1-b]thiazole